FC=1C=C(C=CC1)C=1C2=C(C=NC1)NC=N2 7-(3-fluorophenyl)-3H-imidazo[4,5-c]pyridine